pyrazine-3,5(4H)-dicarboxamide N1=CC(NC(=C1)C(=O)N)C(=O)N